4-{2-[2-chloro-3-(trifluoromethyl)phenyl]acetamido}pyridin ClC1=C(C=CC=C1C(F)(F)F)CC(=O)NC1=CC=NC=C1